(3R)-3-hydroxypyrrolidine-1-carboxylate O[C@H]1CN(CC1)C(=O)[O-]